C(C)C1=CC2=C(N3C(OC4=C2C=2C=CC=CC2C=C4)C(C(N3)=O)(C)C)C=C1 14-Ethyl-8,8-dimethyl-7a,8-dihydrobenzo[d]naphtho[1,2-f]pyrazolo[5,1-b][1,3]oxazepin-9(10H)-one